potassium di(undecyl) sulfosuccinate S(=O)(=O)(O)C(C(=O)OCCCCCCCCCCC)CC(=O)OCCCCCCCCCCC.[K]